(-)-(4aR,8aS)-6-(4-((2-Chloro-4-(trifluoromethyl)phenoxy)methyl)piperidine-1-carbonyl)hexahydro-2H-pyrido[4,3-b][1,4]oxazin-3(4H)-one ClC1=C(OCC2CCN(CC2)C(=O)N2C[C@@H]3[C@@H](OCC(N3)=O)CC2)C=CC(=C1)C(F)(F)F